N,N'-bis-(2-aminoethyl)-piperazine NCCN1CCN(CC1)CCN